COC(=O)[C@]1(C[C@H]([C@H]([C@H](O1)[C@@H](CO)O)O)O)OC[C@H]([C@@H]2[C@@H]([C@@H](C[C@@](O2)(C(=O)O)OCC=C)O)O)O The molecule is a disaccharide derivative consisting of two 3-deoxy-alpha-D-manno-oct-2-ulopyranonosyl units joined via an alpha-(2->8)-linkage with an O-allyl group at the anomeric centre and with the carboxy group of the residue at the non-reducing end methyl-esterified. It is a disaccharide derivative, a glycoside, a methyl ester and a dicarboxylic acid monoester. It is a conjugate acid of an alpha-Kdo1Me-(2->8)-alpha-Kdo-OAll(1-).